[(3R,9aS)-3-(4-fluoro-3-prop-1-ynyl-phenyl)-3,4,6,7,9,9a-hexahydro-1H-pyrazino[2,1-c][1,4]oxazin-8-yl]-(2-chloro-3-methoxy-phenyl)methanone FC1=C(C=C(C=C1)[C@@H]1CN2[C@H](CO1)CN(CC2)C(=O)C2=C(C(=CC=C2)OC)Cl)C#CC